C(C)(C)(C)C1=C(O)C=CC(=C1)O tertiary-butylhydroquinone